FC=1C(=C(C(=NC1)C(C)C)NC(=O)N=[S@@](=O)(N)C1=CN=C(S1)C(C)(C)O)C(C)C |o1:14| (S) or (R)-N'-((5-fluoro-2,4-diisopropylpyridin-3-yl)carbamoyl)-2-(2-hydroxypropan-2-yl)thiazole-5-sulfonimidamide